methyl-eugenol COC1=C(C=C(C=C1)CC=C)OC